3-hydroxyethyl-2-mercapto-5-methyl-thiadiazole OCCN1N(SC(=C1)C)S